[Pt](O)(O)(O)O Platinum(IV) Hydroxide